N-[(8R)-5-[(1-{4-[(3R)-2,6-dioxopiperidin-3-yl]phenyl}piperidin-4-yl)methyl]-5-azaspiro[3.5]nonan-8-yl]-1-[6-(2-hydroxyphenyl)pyridazin-4-yl]-4-phenylpiperidine-4-carboxamide O=C1NC(CC[C@@H]1C1=CC=C(C=C1)N1CCC(CC1)CN1C2(CCC2)C[C@@H](CC1)NC(=O)C1(CCN(CC1)C1=CN=NC(=C1)C1=C(C=CC=C1)O)C1=CC=CC=C1)=O